COCC(C)OC1=CC=C(N=N1)CO (6-((1-methoxyprop-2-yl)oxy)pyridazin-3-yl)methanol